ClC1=CC=C(C(=N1)C(=O)O)NC(C)C1=C2N=C(C(=NC2=CC(=C1)C)C#N)NCC1C(C1)(F)F 6-chloro-3-((1-(2-cyano-3-(((2,2-difluorocyclopropyl)methyl)amino)-7-methylquinoxalin-5-yl)ethyl)amino)picolinic acid